6-[4-(3-[2-[(5-Chloro-6-oxo-1,6-dihydropyridazin-4-yl)oxy]ethoxy]propanoyl)piperazin-1-yl]pyridine-3-carbonitrile ClC1=C(C=NNC1=O)OCCOCCC(=O)N1CCN(CC1)C1=CC=C(C=N1)C#N